[Sb](=O)#[S]=[Se] antimonyl-sulfur selenide